N=C(C(=O)[O-])CCC iminovalerate